C1(=CC=CC=C1)C(CCCOB(O)O)(C1=CC=CC=C1)C1=CC=CC=C1.N12C=CCN=C2CCCC1 1,5-Diazabicyclo[4.4.0]decen-5-en Triphenylbutylborat